ClC1=NC=CC(=C1F)C(COC)=O 1-(2-Chloro-3-fluoropyridin-4-yl)-2-methoxyethan-1-one